4-(2,2-Difluorovinyl)-1-fluoro-2-nitrobenzene FC(=CC1=CC(=C(C=C1)F)[N+](=O)[O-])F